3-[2-(1,3-Benzodioxole-5-yl)ethyl]-6-(biphenyl-4-yl)-7H-[1,2,4]Triazolo[3,4-b][1,3,4]thiadiazin O1COC2=C1C=CC(=C2)CCC2=NN=C1SCC(=NN12)C1=CC=C(C=C1)C1=CC=CC=C1